(2S)-2-amino-N-[1-[(1S)-1-(3-chloro-6-oxo-1H-pyridazin-5-yl)ethyl]-3-fluoro-pyrazol-4-yl]-3,3-dicyclopropyl-propanamide N[C@H](C(=O)NC=1C(=NN(C1)[C@@H](C)C1=CC(=NNC1=O)Cl)F)C(C1CC1)C1CC1